FC(OC1=CC2=C(N(C=N2)C2=NC3=C(N2)C=C(C(=C3)F)F)C=C1)F 5-(difluoromethoxy)-5',6'-difluoro-1'H-1,2'-bibenzo[d]imidazole